(S)-3-(benzyl-((R)-1-phenylethyl)amino)-3-(6-methylbiphenyl-3-yl)propanoic acid ethyl ester C(C)OC(C[C@@H](C=1C=C(C(=CC1)C)C1=CC=CC=C1)N([C@H](C)C1=CC=CC=C1)CC1=CC=CC=C1)=O